ClC=1C=CC(=C(C1)C1=C2C(=NC=C1)C(=CS2)C(=O)OC)C#CCN2C(=NC1=C(C2=O)C(=C(N=C1)N1CCN(CC1)CCOC(F)(F)F)C#N)C methyl 7-(5-chloro-2-(3-(5-cyano-2-methyl-4-oxo-6-(4-(2-(trifluoromethoxy)ethyl)piperazin-1-yl)pyrido[3,4-d]pyrimidin-3(4H)-yl)prop-1-yn-1-yl)phenyl)thieno[3,2-b]pyridine-3-carboxylate